C(CCCCCCCCCCCCCCC)(=O)OC[C@@H](OC(CCCCCCCCCCCCCCC)=O)COP(=O)(O)OCC(O)CO (1,2-Dipalmitoyl)-sn-glycero-3-phosphoglycerol